(S)-(3-(7-carbamoyl-5-fluoro-2,3-dimethyl-1H-indol-4-yl)cyclohex-2-en-1-yl)carbamic acid tert-butyl ester C(C)(C)(C)OC(N[C@@H]1C=C(CCC1)C1=C2C(=C(NC2=C(C=C1F)C(N)=O)C)C)=O